4-(rel-(S)-5-(3-bromo-2-fluoro-5-(trifluoromethyl)phenyl)-5-(trifluoromethyl)-4,5-dihydro-isoxazol-3-yl)-2-methyl-N-(rel-(S)-2-(methylsulfonyl)isoxazolidin-4-yl)benzamide BrC=1C(=C(C=C(C1)C(F)(F)F)[C@@]1(CC(=NO1)C1=CC(=C(C(=O)N[C@H]2CN(OC2)S(=O)(=O)C)C=C1)C)C(F)(F)F)F |o1:11,23|